4-((2,4'-dichloro-[1,1'-biphenyl]-4-yl)difluoromethyl)-1H-1,2,3-triazole-5-carboxylic acid ClC1=C(C=CC(=C1)C(C=1N=NNC1C(=O)O)(F)F)C1=CC=C(C=C1)Cl